tert-butyl(6-((2-methylallyl)oxy)-5-nitropyrimidin-4-yl)((2-(trimethylsilyl)-ethoxy)methyl)carbamate C(C)(C)(C)OC(N(COCC[Si](C)(C)C)C1=NC=NC(=C1[N+](=O)[O-])OCC(=C)C)=O